FC1(CCN(CC1)C1=CC=C(C=C1)NC1=CC=C(CN(C(=O)C2CN(C(CC2)=O)C)O)C=C1)F N-(4-((4-(4,4-difluoropiperidin-1-yl)phenyl)amino)benzyl)-N-hydroxy-1-methyl-6-oxopiperidine-3-carboxamide